7-methyl-N-(1-methyl-1H-tetrazole-5-yl)-1-benzothiophene-6-carboxamide CC1=C(C=CC=2C=CSC21)C(=O)NC2=NN=NN2C